(R)-3-((6-(3-(tert-butoxy)-2-((tert-butyldimethylsilyl)oxy)-3-Oxopropoxy)benzo[d]Thiazol-2-yl)amino)azetidine-1-carboxylic acid C(C)(C)(C)OC([C@@H](COC1=CC2=C(N=C(S2)NC2CN(C2)C(=O)O)C=C1)O[Si](C)(C)C(C)(C)C)=O